N=1C=NN2C1C=C(C=C2)OC2=C(C=C(C=C2)NC2=NC=NN1C2=C(C=C1)C1CN(C1)C(\C=C\CN1CC(C1)(F)F)=O)C (E)-1-(3-(4-((4-([1,2,4]triazolo[1,5-a]pyridin-7-yloxy)-3-methylphenyl)amino)pyrrolo[2,1-f][1,2,4]-triazin-5-yl)azetidin-1-yl)-4-(3,3-difluoroazetidin-1-yl)but-2-en-1-one